Sodium alpha-phosphoglycerate P(=O)(O)(O)OC(C(=O)[O-])CO.[Na+]